1-spiro[2.3]hexan-5-yl-3-[[2-(2,2,2-trifluoroethoxy)pyridin-4-yl]methyl]urea C1CC12CC(C2)NC(=O)NCC2=CC(=NC=C2)OCC(F)(F)F